C(C)(C)(C)OC(=O)NC=1C(=C(C(=CC1)C)CC(=O)OCC)C ethyl 2-(3-((tert-butoxycarbonyl)amino)-2,6-dimethylphenyl)acetate